C(C)(=O)C1=C(O[C@H](CNC(OC(C)(C)C)=O)C)C=CC(=C1)F tert-butyl (S)-(2-(2-acetyl-4-fluorophenoxy)propyl)carbamate